1,3,4,6,7,8-hexahydro-2H-pyrimido-[1,2-a]-pyrimidine N1C=2N(CCC1)CCCN2